C1=CC=CC=2OC3=CC=CC=C3C3(C12)C1=CC=CC=C1C=1C=CC=CC13 spiro(fluorene-9,9-xanthene)